11-Acetyl-9-methyl-5,6-dihydro-7H-benzo[c]xanthen-7-one C(C)(=O)C=1C=2OC=3C4=C(CCC3C(C2C=C(C1)C)=O)C=CC=C4